6-bromo-1-(tetrahydro-2H-pyran-2-yl)-4-((trimethylsilyl)ethynyl)-1H-indazole BrC1=CC(=C2C=NN(C2=C1)C1OCCCC1)C#C[Si](C)(C)C